C1(=CC=CC=C1)NC1=CC=C(C=C1)C1=NC2=C(N1C1=CC=CC=C1)C=CC=C2 N-phenyl-4-(1-phenyl-1H-benzoimidazol-2-yl)aniline